phenoxy chloride O(C1=CC=CC=C1)Cl